N[O-].CN(C)CCCCCCCCCCCC N,N-dimethyldodecylamine aminoxide